3-(2-(1-ethoxyvinyl)-4-fluorobenzyl)-1-methyl-1H-pyridine C(C)OC(=C)C1=C(CC=2CN(C=CC2)C)C=CC(=C1)F